6,7-difluoro-3-methyl-2-hexadecyloxyquinoxaline FC=1C=C2N=C(C(=NC2=CC1F)OCCCCCCCCCCCCCCCC)C